ClC1=CC(=C(N[C@@H]2[C@@H](CN(CC2)C(=O)OC(C)(C)C)C)C=C1)C tert-butyl (3R,4S)-4-(4-chloro-2-methyl-anilino)-3-methyl-piperidine-1-carboxylate